C(C)(C)C1=CC(=NN1)NC1=CN=CC(=N1)O[C@H]1[C@H]([C@@H]2CC[C@H](C1)N2C(=O)OC(C)(C)C)C tert-butyl (1S,2S,3R,5R)-3-((6-((5-isopropyl-1H-pyrazol-3-yl)amino)pyrazin-2-yl)oxy)-2-methyl-8-azabicyclo[3.2.1]octane-8-carboxylate